The molecule is a C17 saturated fatty acid and trace component of fats in ruminants. It has a role as a mammalian metabolite, a Daphnia magna metabolite and an algal metabolite. It is a long-chain fatty acid and a straight-chain saturated fatty acid. It is a conjugate acid of a margarate. CCCCCCCCCCCCCCCCC(=O)O